ClC=1C=C(OCCC(C(=O)O)C)C=CC1C=1N(C2=NC=NC(=C2N1)OC(C(F)(F)F)(C)C)CC1=CC(=CC=C1)Cl 4-(3-chloro-4-(9-(3-chlorobenzyl)-6-((1,1,1-trifluoro-2-methylpropan-2-yl)oxy)-9H-purin-8-yl)phenoxy)-2-methylbutanoic acid